2-chloro-1-fluoro-4-(2-isothiocyanato-1-methoxypropan-2-yl)benzene ClC1=C(C=CC(=C1)C(COC)(C)N=C=S)F